1-(2-chloroethyl)-4-(3-chloropropyl)benzene methyl-(E)-4-(1-(7-chloro-2-(4-methoxybenzyl)-1-oxo-1,2-dihydrophthalazin-5-yl)ethoxy)but-2-enoate COC(\C=C\COC(C)C1=C2C=NN(C(C2=CC(=C1)Cl)=O)CC1=CC=C(C=C1)OC)=O.ClCCC1=CC=C(C=C1)CCCCl